7-fluoromethylidene-24-[hydroxy(2-methoxyphenyl)methyl]-5α,8α-cholane-3β,4β-diol FC=C1[C@@H]2[C@@H]3CC[C@H]([C@@H](CCCC(C4=C(C=CC=C4)OC)O)C)[C@]3(CC[C@@H]2[C@]2(CC[C@@H]([C@@H]([C@@H]2C1)O)O)C)C